C(C)OC1=C(C=C2CCN(C(C2=C1)CCC=1C(N=C2C=CC(=CC12)OC)=O)C(=O)N1CCOCC1)OC 3-(2-(7-ethoxy-6-methoxy-2-(morpholin-4-carbonyl)-1,2,3,4-tetrahydroisoquinolin-1-yl)ethyl)-5-methoxyindol-2-one